CC1=C(C=C2C=NN(C2=C1)C1OCCCC1)C1NCCN(C1)S(=O)(=O)C1=NN(N=C1)C 6-methyl-5-(4-((2-methyl-2H-1,2,3-triazol-4-yl)sulfonyl)piperazin-2-yl)-1-(tetrahydro-2H-pyran-2-yl)-1H-indazole